(((1r,4r)-4-(trifluoromethyl)cyclohexyl)oxy)benzenesulfonamide FC(C1CCC(CC1)OC1=C(C=CC=C1)S(=O)(=O)N)(F)F